1-methyl-1,2,3,4-tetrahydroquinoxaline-6-carboxylic acid CN1CCNC2=CC(=CC=C12)C(=O)O